3-ethoxy-4,6-difluoro-7-((tetrahydro-2H-pyran-2-yl)methoxy)dibenzothiophene C(C)OC=1C=CC2=C(SC3=C2C=CC(=C3F)OCC3OCCCC3)C1F